C(C1=CC=CC=C1)OC(C(C)(C)C1=CC=C(C=C1)\C=C\C(=O)N)=O (E)-2-(4-(3-amino-3-oxoprop-1-en-1-yl)phenyl)-2-methylpropanoic acid benzyl ester